BrC1=NC(=CC(=C1)[C@H]1CN(CCN1C1COC1)C(=O)OC(C)(C)C)Cl (S)-tert-butyl 3-(2-bromo-6-chloropyridin-4-yl)-4-(oxetan-3-yl)piperazine-1-carboxylate